[Cl-].C(=C)C1=CC=C(C[NH3+])C=C1 4-vinyl-benzyl-ammonium chloride